C(CCC)C=1C(=NNC1)C butylmethylpyrazole